CN(C(COCCCCCCCC\C=C/CCCCCC(=O)OC)COCCCCCCCCC)C (Z)-methyl 16-(2-(dimethylamino)-3-(nonyloxy)propoxy)hexadec-7-enoate